cyclohexylbis(4-isocyanatophenyl)methane C1(CCCCC1)C(C1=CC=C(C=C1)N=C=O)C1=CC=C(C=C1)N=C=O